FC1([C@@H]([C@H](CCC1)OC1C[C@H]2CC[C@@H](C1)N2C(C)C)N)F (1R,6S)-2,2-difluoro-6-{[(1R,3R,5S)-8-(propan-2-yl)-8-azabicyclo[3.2.1]octan-3-yl]oxy}cyclohexan-1-amine